(S)-3-(4,4'-difluoro-2',5,6'-trimethyl-[1,1'-biphenyl]-3-yl)-3-((S)-2-(3-(2-(3,3-difluoropyrrolidin-1-yl)ethyl)-5-methyl-6-oxopyridazin-1(6H)-yl)-4-methylpentanamido)propionic acid FC1=C(C=C(C=C1C)C1=C(C=C(C=C1C)F)C)[C@H](CC(=O)O)NC([C@H](CC(C)C)N1N=C(C=C(C1=O)C)CCN1CC(CC1)(F)F)=O